2-(4-cyano-4-((4-(cyclopropyl(4-(trifluoromethyl)benzyl)amino)-5-fluoro-7H-pyrrolo[2,3-d]pyrimidin-7-yl)methyl)piperidin-1-yl)acetamide C(#N)C1(CCN(CC1)CC(=O)N)CN1C=C(C2=C1N=CN=C2N(CC2=CC=C(C=C2)C(F)(F)F)C2CC2)F